triisopropoxyzirconium (ethyl acetoacetate) C(C)CC(CC(=O)[O-])=O.C(C)(C)O[Zr+](OC(C)C)OC(C)C